C(C)(C)(C)OC(=O)N1C[C@H](CC1)N1N=CC(=C1)C1=NN(C=2C1=NC(=C(C2)OC)C2=C1CCC(C1=CC=C2)C#N)C(=O)OC(C)(C)C tert-Butyl 3-(1-((S)-1-(tert-butoxycarbonyl)pyrrolidin-3-yl)-1H-pyrazol-4-yl)-5-(1-cyano-2,3-dihydro-1H-inden-4-yl)-6-methoxy-1H-pyrazolo[4,3-b]pyridine-1-carboxylate